[GeH4].[Br] Bromine germane